2-methylpropan-2-yl [(5-formylpentyl)amino]methanoate C(=O)CCCCCNC(=O)OC(C)(C)C